The molecule is a pyridone that is pyridin-2(1H)-one substituted by a hydroxymethyl group at position 6 and a 1-hydroxybutyl group at position 5. It has been isolated from Penicillium chrysogenum. It has a role as a metabolite and a Penicillium metabolite. It is a pyridone, a secondary alcohol and a primary alcohol. CCC[C@@H](C1=C(NC(=O)C=C1)CO)O